C(C)(C)(C)S(=O)NC(C(F)(F)F)C=1C=CC(=C(C1)C1=CC(=C(C=C1)OC)C(=O)O)F 5'-(1-((tert-butylsulfinyl)amino)-2,2,2-trifluoroethyl)-2'-fluoro-4-methoxy-[1,1'-biphenyl]-3-carboxylic acid